3-(4-{[5-Fluoro-2-(4-methylphenyl)phenyl]methoxy}phenyl)propanoic acid FC=1C=CC(=C(C1)COC1=CC=C(C=C1)CCC(=O)O)C1=CC=C(C=C1)C